Butyl 3-(3-pyridyloxy)azetidine-1-carboxylate N1=CC(=CC=C1)OC1CN(C1)C(=O)OCCCC